tert-butyl 7-(6-bromo-8-methyl-1-oxoisoquinolin-2-yl)-4-azaspiro[2.5]octane-4-carboxylate BrC=1C=C2C=CN(C(C2=C(C1)C)=O)C1CCN(C2(CC2)C1)C(=O)OC(C)(C)C